C1(=CC=CC=2C3=CC=CC=C3CC12)COC(=O)N[C@H](C(=O)O)CC(F)F (2S)-2-{[(9H-fluorenylmethoxy)carbonyl]amino}-4,4-difluorobutanoic acid